(l)-2,3,4,6-tetra-O-acetylglucose trichloroacetimidate ClC(C(=N)O[C@@H]([C@H]([C@@H]([C@H](C=O)OC(C)=O)OC(C)=O)OC(C)=O)COC(C)=O)(Cl)Cl